4-chloro-6-(4-methoxy-2-methylphenoxy)-2,5-dimethylpyrimidine ClC1=NC(=NC(=C1C)OC1=C(C=C(C=C1)OC)C)C